NC(C(=O)O)C=1C=NC(=NC1)N 2-amino-2-(2-aminopyrimidin-5-yl)acetic acid